methyl (1s,4s)-4-((3-(4-(2-(2-aminopyridin-3-yl)-5-phenyl-3H-imidazo[4,5-b]pyridin-3-yl)phenyl)azetidin-1-yl)methyl)cyclohexane-1-carboxylate NC1=NC=CC=C1C1=NC=2C(=NC(=CC2)C2=CC=CC=C2)N1C1=CC=C(C=C1)C1CN(C1)CC1CCC(CC1)C(=O)OC